tert-butyl 2-[2-[4-[(2,6-dioxo-3-piperidyl)amino]-2-fluoro-phenyl]-6-hydroxy-2-azaspiro[3.3]heptan-6-yl]acetate O=C1NC(CCC1NC1=CC(=C(C=C1)N1CC2(C1)CC(C2)(O)CC(=O)OC(C)(C)C)F)=O